(S)-2-(3-(6-chloro-3-(1H-imidazol-1-yl)-5-methoxy-1-methyl-1H-pyrrolo[3,2-b]pyridin-2-yl)-1H-1,2,4-triazol-5-yl)propionitrile ClC=1C=C2C(=NC1OC)C(=C(N2C)C2=NNC(=N2)[C@H](C#N)C)N2C=NC=C2